3-(2-aminoethyl)benzene-sulfonamide NCCC=1C=C(C=CC1)S(=O)(=O)N